isopropyl (3-(4-(5-((5,5-dioxido-11-oxo-10,11-dihydrodibenzo[b,f][1,4]thiazepine-8-carboxamido)methyl)thiazol-2-yl)phenoxy)propyl)-L-prolinate O=S1(C2=C(NC(C3=C1C=CC=C3)=O)C=C(C=C2)C(=O)NCC2=CN=C(S2)C2=CC=C(OCCCN3[C@@H](CCC3)C(=O)OC(C)C)C=C2)=O